[Si].[Mg].[Ni].[Si].[Cr].[Ni] nickel-chromium-silicon-nickel-magnesium-silicon